FC1=C(C=CC=C1)C1CCCCC1 1-fluoro-2-Cyclohexylbenzene